1-(3-chlorobenzyl)piperidin ClC=1C=C(CN2CCCCC2)C=CC1